The molecule is an imidazole antifungal agent that is imidazole in which the hydrogen attached to the nitrogen is replaced by a 2,4'-difluorotrityl group. A topical antifungal agent which displays potent broad-spectrum in vitro activity against dermatophytes, filamentous fungi and yeasts. It has a role as an EC 1.14.13.70 (sterol 14alpha-demethylase) inhibitor. It is a member of imidazoles, a member of monofluorobenzenes and an imidazole antifungal drug. C1=CC=C(C=C1)C(C2=CC=C(C=C2)F)(C3=CC=CC=C3F)N4C=CN=C4